ClC1=CC=C(C(=N1)C(=O)O)N[C@H](C)C1=C2N=C(C(=NC2=CC(=C1)C)C#N)C1COC1 (R)-6-chloro-3-((1-(2-cyano-7-methyl-3-(oxetan-3-yl)quinoxalin-5-yl)ethyl)amino)picolinic acid